C[S+](CCCN)C[C@@H]1[C@H]([C@H]([C@@H](O1)N2C=NC3=C(N=CN=C32)N)O)O S-adenosyl-3-methylthiopropylamine